5-(4-((8-(3,3-difluorocyclobutyloxy)-2-methyl-3-oxo-3,4-dihydroquinoxalin-6-yl)methyl)piperazin-1-yl)-6-fluoro-N-methylpyridinecarboxamide FC1(CC(C1)OC=1C=C(C=C2NC(C(=NC12)C)=O)CN1CCN(CC1)C=1C=CC(=NC1F)C(=O)NC)F